(S)-2-(5-((4-((2-chloro-5-(1,4-dimethyl-1H-pyrazol-3-yl)pyridin-4-yl)amino)butan-2-yl)oxy)-1-methyl-1H-pyrazol-4-yl)pyrimidin-4-amine ClC1=NC=C(C(=C1)NCC[C@H](C)OC1=C(C=NN1C)C1=NC=CC(=N1)N)C1=NN(C=C1C)C